FC1=CC=C2CNCCC3C2=C1CCC3 8-Fluoro-1,2,3,4,4a,5,6,7-octahydronaphtho[1,8-cd]azepin